(1S,3S)-N-(7-chloro-6-(1-((3S,4S)-4-hydroxy-3-methyltetrahydrofuran-3-yl)piperidin-4-yl)isoquinolin-3-yl)-3-(pyridin-2-yl)cyclobutane-1-carboxamide ClC1=C(C=C2C=C(N=CC2=C1)NC(=O)C1CC(C1)C1=NC=CC=C1)C1CCN(CC1)[C@]1(COC[C@H]1O)C